acrylic acid hydroxyethyl-maleate OCC/C(/C(=O)O)=C/C(=O)O.C(C=C)(=O)O